[Cu].[Pb].[Ag] silver-lead copper